2-((1-(4-(tert-butyl)piperidine-1-carbonyl)cyclopentyl)amino)thiazole-4-carbonitrile C(C)(C)(C)C1CCN(CC1)C(=O)C1(CCCC1)NC=1SC=C(N1)C#N